C(C)(=O)N1CCC(=CC1)C=1C=NC(=CC1)CN(C(=O)C=1C=C2C=C(C(=NC2=CC1)N)C)[C@H](C)C1=NC=CC=N1 N-((1'-acetyl-1',2',3',6'-tetrahydro[3,4'-bipyridin]-6-yl)methyl)-2-amino-3-methyl-N-((1R)-1-(2-pyrimidinyl)ethyl)-6-quinolinecarboxamide